2-(4-((6-chloro-4-fluoropyridin-3-yl)ethynyl)-1H-pyrazol-1-yl)-N,N-dimethylethan-1-amine ClC1=CC(=C(C=N1)C#CC=1C=NN(C1)CCN(C)C)F